tert-butyl ((1-(2-(4-((tert-butyldiphenylsilyl)oxy)butoxy)ethyl)-2-oxo-1,2-dihydropyridin-3-yl)methyl)carbamate [Si](C1=CC=CC=C1)(C1=CC=CC=C1)(C(C)(C)C)OCCCCOCCN1C(C(=CC=C1)CNC(OC(C)(C)C)=O)=O